COC1=CC=C(C=C1)C1=NN(C=C1C1N(N=C(C1)C1=CC=C(C=C1)OC)C(=O)C=1C=C(C(=O)O)C=CC1)C1=CC=CC=C1 3-(3',5-bis(4-methoxyphenyl)-1'-phenyl-3,4-dihydro-1'H,2H-[3,4'-bipyrazole]-2-carbonyl)benzoic acid